COC(C1=C(C(=CC=C1)OCC1=CN=C(O1)C1=CC=C(C=C1)OC(F)(F)F)[N+](=O)[O-])=O 2-nitro-3-((2-(4-(trifluoromethoxy)phenyl)oxazol-5-yl)methoxy)benzoic acid methyl ester